FC1=C(C=CC=C1)C=1SC(=CN1)C=O 2-(2-fluorophenyl)thiazole-5-formaldehyde